(S)-2-[4-cyano-2-(1,1-difluoropropyl)phenoxy]propionic acid C(#N)C1=CC(=C(O[C@H](C(=O)O)C)C=C1)C(CC)(F)F